C1(CC1)N1N=NC(=C1CO[C@H]1[C@@H]2CN([C@H](C1)C2)C=2SC1=C(N2)C(=CC(=C1)C(=O)O)C1CCOCC1)C1=C(C=CC=C1Cl)Cl 2-((1S,4S,5R)-5-((1-cyclopropyl-4-(2,6-dichlorophenyl)-1H-1,2,3-triazol-5-yl)methoxy)-2-azabicyclo[2.2.1]heptan-2-yl)-4-(tetrahydro-2H-pyran-4-yl)benzo[d]thiazole-6-carboxylic acid